[N+](=O)([O-])C=1C=C(C(=O)OC)C=CC1NC(C(=O)OC)CC(F)(F)F methyl 3-nitro-4-((4,4,4-trifluoro-1-methoxy-1-oxobutan-2-yl)amino)benzoate